6-(1-(adamantan-1-ylmethyl)-5-methyl-1H-pyrazol-4-yl)-1,2,3,4-tetrahydroquinoline-5-carboxylic acid methyl ester COC(=O)C=1C=2CCCNC2C=CC1C=1C=NN(C1C)CC12CC3CC(CC(C1)C3)C2